3,7-dimethylocta-4,6-dien-3-ol CC(CC)(C=CC=C(C)C)O